3-(4-(1H-pyrazol-4-yl)benzyl)quinolin-2(1H)-one N1N=CC(=C1)C1=CC=C(CC=2C(NC3=CC=CC=C3C2)=O)C=C1